ClC=1C=CC(=NC1)[C@H](CC(F)(F)F)C1(CCNCC1)O 4-[(1S)-1-(5-chloro-2-pyridyl)-3,3,3-trifluoro-propyl]piperidin-4-ol